5-(((1-methyl-1H-1,2,3-triazol-5-yl)oxy)methyl)-2-oxabicyclo[3.1.1]heptan CN1N=NC=C1OCC12CCOC(C1)C2